BrC=1C=C(N(N1)CCO[Si](C)(C)C(C)(C)C)C(CCCCOC)=O 1-[5-bromo-2-[2-[tert-butyl(dimethyl)silyl]oxyethyl]pyrazol-3-yl]-5-methoxy-pentan-1-one